(±)-tert-butyl 3-formylpyrrolidine-1-carboxylate C(=O)[C@H]1CN(CC1)C(=O)OC(C)(C)C |r|